ClB(C1=CC=CC=C1)C1=CC=CC=C1 Chloro(diphenyl)borane